Benzyl ((1R,2R)-2-(2-((tert-butyldimethylsilyl)oxy)ethyl)-1-(2,5-difluorophenyl) cyclopropyl)carbamate [Si](C)(C)(C(C)(C)C)OCC[C@@H]1[C@](C1)(C1=C(C=CC(=C1)F)F)NC(OCC1=CC=CC=C1)=O